2-[N-(2-bromobenzoyl)aminoethoxyl]ethanol BrC1=C(C(=O)NCCOCCO)C=CC=C1